2-propenoic acid, cyclohexyl ester C(C=C)(=O)OC1CCCCC1